(±)-4-[3-(2-Fluorophenyl)-1,4-oxazepan-4-yl]-6-methyl-pyrimidin-2-amine FC1=C(C=CC=C1)[C@@H]1COCCCN1C1=NC(=NC(=C1)C)N |r|